O=C1C=CNC=2N1N=CC2C(=O)[O-] 7-oxo-4,7-dihydropyrazolo[1,5-a]pyrimidine-3-carboxylate